4-(3,8-diazabicyclo[3.2.1]octan-3-yl)-6-(1-methyl-1H-pyrazol-4-yl)-7H-pyrrolo[2,3-d]pyrimidine hydrochloride Cl.C12CN(CC(CC1)N2)C=2C1=C(N=CN2)NC(=C1)C=1C=NN(C1)C